Cl.C1(CC1)CC1NCCC2=CC=C(C=C12)N(C1=CC=NC=C1)C (cyclopropylmethyl)-N-methyl-N-(pyridin-4-yl)-1,2,3,4-tetrahydroisoquinolin-7-amine hydrochloride